BrC=1C(=NC(=NC1)NC1=CC=C(C=C1)CNC1=CC(=CC=C1)C1CNCCC1)NC1=C(C(=O)NC)C=CC=C1 2-((5-bromo-2-((4-(((3-(piperidin-3-yl)phenyl)amino)methyl)phenyl)amino)pyrimidin-4-yl)amino)-N-Methylbenzamide